N1(CCNCC1)C1=C2C=C(N(C2=CC=C1)CC1=CSC=C1)C(F)(F)F 4-(piperazin-1-yl)-1-(thiophen-3-ylmethyl)-2-(trifluoromethyl)-1H-indole